(S)-2-(6-amino-5,6,7,8-tetrahydrobenzo[4,5]thieno[2,3-c]pyridazin-3-yl)phenol N[C@H]1CCC2=C(C3=C(N=NC(=C3)C3=C(C=CC=C3)O)S2)C1